ClC=1C=C(C=CC1F)NC(=O)C1=C(N=CN1C)C1CC2CC(CC2C1)(C#CC)O N-(3-chloro-4-fluorophenyl)-4-(5-hydroxy-5-(prop-1-yn-1-yl)octahydro-pentalen-2-yl)-1-methyl-1H-imidazole-5-carboxamide